FC(C(=O)O)(F)F.N1=CC(=C2N1C=CC=N2)N pyrazolo[1,5-a]Pyrimidin-3-amine trifluoroacetate salt